sodium (2S)-2-((S)-3-cyclohexyl-2-((((R)-2,2-difluoro-2-(3-fluorophenyl)-1-phenylethoxy)carbonyl)amino)propanamido)-1-hydroxy-3-((S)-2-oxopyrrolidin-3-yl)propane-1-sulfonate C1(CCCCC1)C[C@@H](C(=O)N[C@H](C(S(=O)(=O)[O-])O)C[C@H]1C(NCC1)=O)NC(=O)O[C@@H](C(C1=CC(=CC=C1)F)(F)F)C1=CC=CC=C1.[Na+]